4-(trifluoromethyl)-pyrazole-5-carboxylic acid FC(C=1C=NNC1C(=O)O)(F)F